CC=1C=C2C=NNC2=CC1N1CCN(CC1)C1(COC1)C#N 3-(4-(5-methyl-1H-indazol-6-yl)piperazin-1-yl)oxetane-3-carbonitrile